ClC=1C=CC(=C(C1)N1N=C(C2=NC=C(C=C21)C=2C=NN1C2N=CC=C1)CC(=O)N(C)C)OC(F)F 2-(1-(5-chloro-2-(difluoromethoxy)phenyl)-6-(pyrazolo[1,5-a]pyrimidin-3-yl)-1H-pyrazolo[4,3-b]pyridin-3-yl)-N,N-dimethylacetamide